(S)-cyclopropyl(4-(trifluoromethyl)phenyl)methanamine hydrochloride Cl.C1(CC1)[C@H](N)C1=CC=C(C=C1)C(F)(F)F